FC=1C=C(C=CC1F)N1C(CCC[C@H]1C1=NC=2C(=NC=C(C2)C=2C(=NOC2C)C)N1C1CCC(CC1)O)=O (S)-1-(3,4-difluorophenyl)-6-(6-(3,5-dimethylisoxazol-4-yl)-3-((1r,4S)-4-hydroxycyclohexyl)-3H-imidazo[4,5-b]pyridin-2-yl)piperidin-2-one